4,4'-dibromo-2,2'-dimethylbiphenyl BrC1=CC(=C(C=C1)C1=C(C=C(C=C1)Br)C)C